C1(CC1)C1=CC2=C(C=C(O2)C(=O)O)C(=C1)N(C)C 6-cyclopropyl-4-(dimethylamino)benzofuran-2-carboxylic acid